BrC=1C(=NC(=NC1)NC1=C(C=C(C(=C1)C)N1CCC(CC1)N1CCN(CC1)C)CC)NC1=C(C=CC(=C1)F)C(C)(C)O 2-(2-((5-Bromo-2-((2-ethyl-5-methyl-4-(4-(4-methylpiperazin-1-yl)piperidin-1-yl)benzeneyl)amino)pyrimidin-4-yl)amino)-4-fluorophenyl)propan-2-ol